COC([C@H](CCCCNC(=O)OCC1=CC=CC=C1)NC(N(CC=1SC=CC1)CC=1SC=CC1)=O)=O (2S)-6-{[(benzyloxy)carbonyl]amino}-2-{[bis(2-thienylmethyl)carbamoyl]amino}hexanoic acid methyl ester